ClC=1C=C(C=2CCC(CC2C1)N1C(CC(C1)COC1=CC=C(C=C1)S(=O)(=O)C)C)C#N 3-chloro-6-[4-[(4-methanesulfonylphenoxy)methyl]-2-methylpyrrolidin-1-yl]-5,6,7,8-tetrahydronaphthalene-1-carbonitrile